CN1C(=CC2=CC=C(C=C12)C)CCCC1=CC=CC=C1 1-(1,6-dimethyl-1H-indol-2-yl)-3-phenylpropan